The molecule is a D-galactosyl-N-acylsphingosine where the ceramide N-acyl group is docosananoyl and the D-galactosyl component has beta anomeric configuration. It has a role as a mouse metabolite. It derives from a docosanoic acid. CCCCCCCCCCCCCCCCCCCCCC(=O)N[C@@H](CO[C@H]1[C@@H]([C@H]([C@H]([C@H](O1)CO)O)O)O)[C@@H](/C=C/CCCCCCCCCCCCC)O